ClC1=CC(NN=C1)=O 5-chloro-3(2H)-Pyridazinone